3-methylphenyl-pyridin-3-yl-piperazine-1-carboxylic acid tert-butyl ester C(C)(C)(C)OC(=O)N1C(CNCC1)(C=1C=NC=CC1)C1=CC(=CC=C1)C